(1S)-2-[4,6-bis(difluoromethoxy)pyrimidin-2-yl]-6-chloro-1-{[(3S)-oxan-3-yl]methyl}-2,3,4,9-tetrahydro-1H-pyrido[3,4-b]indole FC(OC1=NC(=NC(=C1)OC(F)F)N1[C@H](C=2NC3=CC=C(C=C3C2CC1)Cl)C[C@H]1COCCC1)F